4-(4-Acetyl-3-methylphenyl)quinoline Methyl-2-[4-[[4,7-bis(2-tert-butoxy-2-oxo-ethyl)-1,4,7-triazonan-1-yl]methyl]phenyl]acetate COC(CC1=CC=C(C=C1)CN1CCN(CCN(CC1)CC(OC(C)(C)C)=O)CC(=O)OC(C)(C)C)=O.C(C)(=O)C1=C(C=C(C=C1)C1=CC=NC2=CC=CC=C12)C